C(C)(C)(C)OC(C1=C(C=C(C=C1)N)OC)=O 4-amino-2-methoxybenzoic acid tert-butyl ester